CC1(CCCCC1)I 1-methylcyclohexyl iodide